FC(C(=O)O)(F)F.C(#N)C=1C2=CN(N=C2C=CC1NC(=O)N1CCC=2C1=NC=CC2N2CCNC1(CC1)C2)C N-(4-cyano-2-methyl-2H-indazol-5-yl)-4-(4,7-diazaspiro[2.5]octan-7-yl)-2,3-dihydro-1H-pyrrolo[2,3-b]pyridine-1-carboxamide 2,2,2-trifluoroacetate